C(C)(C)(C)OC(=O)N1CCC2(CC(C2)N2C(C(NCC2)=O)C2=C(C=CC=C2)C(=C)C)CC1 2-(3-oxo-2-(2-(prop-1-en-2-yl)phenyl)piperazin-1-yl)-7-azaspiro[3.5]nonane-7-carboxylic acid tert-butyl ester